S(=O)(=O)(OO)O.S(=O)(=O)(OO)O peroxymonosulfuric acid, peroxymonosulfuric acid salt